C(C(=C)C)(=O)OCCN(CC1=CC=CC=C1)CC1=CC=CC=C1 Dibenzylaminoethyl Methacrylate